NCCNC(CCCCCCCCCCC)=O N-(2-aminoethyl)-lauramide